1-(methylsulfonyl)-3-methyl-1H-pyrazole CS(=O)(=O)N1N=C(C=C1)C